4-(methylsulfonyl)chlorobenzene CS(=O)(=O)C1=CC=C(C=C1)Cl